3-oxo-4-(thiophen-2-ylmethyl)-3,4-dihydro-2H-benzo[b][1,4]thiazine-6-carboxylic acid methyl ester COC(=O)C1=CC2=C(SCC(N2CC=2SC=CC2)=O)C=C1